NC1=CC=2N(C(N(CC2C=N1)C1=C(C=CC=C1C)F)=O)[C@@H]1CC[C@H](CC1)N trans-7-amino-1-(4-aminocyclohexyl)-3-(2-fluoro-6-methyl-phenyl)-4H-pyrido[4,3-d]pyrimidin-2-one